3-[2-[2-fluoro-3-[(3-oxo-2-piperidyl)methyl]phenyl]phenoxy]propanoic acid FC1=C(C=CC=C1CC1NCCCC1=O)C1=C(OCCC(=O)O)C=CC=C1